OC=1C=C2C(=CNC2=CC1)CCNC(=O)C1CCCCC1 N-(2-(5-hydroxy-1H-indol-3-yl)ethyl)cyclohexanecarboxamide